N-(7-ethyl-6-(4-(4-hydroxy-3-methyltetrahydrofuran-3-yl)piperazin-1-yl)isoquinolin-3-yl)-6-oxaspiro[2.5]octane-1-carboxamide C(C)C1=C(C=C2C=C(N=CC2=C1)NC(=O)C1CC12CCOCC2)N2CCN(CC2)C2(COCC2O)C